5-(3-chloro-4-fluorophenyl)-7-cyclopropyl-3-(2-(3-fluoro-3-methylazepin-1-yl)-2-oxoethyl)-3,7-dihydro-4H-pyrrolo[2,3-d]pyrimidin-4-one ClC=1C=C(C=CC1F)C1=CN(C=2N=CN(C(C21)=O)CC(=O)N2CC(C=CC=C2)(C)F)C2CC2